FC1=C(C(=CC=C1)OC)C1=C(C=NC(=C1)C)C(=O)NC=1SC(=NN1)OCC1CC2(C1)CC(C2)O 4-(2-fluoro-6-methoxyphenyl)-N-(5-((6-hydroxyspiro(3.3)hept-2-yl)methoxy)-1,3,4-thiadiazol-2-yl)-6-methylpyridine-3-carboxamide